O1C=CC2=C1C(=CC=C2)P(N(C(C)C)P(C2=CC=C(C=C2)[Si](CCCC)(CCCC)CCCC)C2=CC=C(C=C2)[Si](CCCC)(CCCC)CCCC)C2=CC=C(C=C2)[Si](CCCC)(CCCC)CCCC 1-(benzofuran-7-yl)-N-(bis(4-(tributylsilyl)phenyl)phosphaneyl)-N-isopropyl-1-(4-(tributylsilyl)phenyl)phosphanamine